monozinc (II) bis(2-methyl-1H-imidazole) CC=1NC=CN1.CC=1NC=CN1.[Zn+2]